NC1=C(C(=NN1C1=CC(=C(C(=C1)Cl)C(F)(F)F)Cl)C#N)S(=O)C(F)(F)F 5-amino-1-(2,6-dichloro-α,α,α-trifluoro-p-tolyl)-4-trifluoromethylsulphinyl-1H-pyrazole-3-carbonitrile